5-[1-(2-Aza-bicyclo[2.1.1]hex-2-yl)-8,8-dimethyl-5,6-dihydro-8H-7-oxa-2,4,4b,9-tetraaza-fluoren-3-yl]-3-chloro-pyridin-2-ylamine C12N(CC(C1)C2)C2=NC(=NC=1N3CCOC(C3=NC21)(C)C)C=2C=C(C(=NC2)N)Cl